(±)-2-(Tetrahydrofuran-3-yl)-N-((2-(2,2,2-trifluoroethoxy)pyridin-4-yl)methyl)acetamide O1C[C@H](CC1)CC(=O)NCC1=CC(=NC=C1)OCC(F)(F)F |r|